N-(4-bromopyridin-2-yl)-3-{4-methyl-4,7-diazaspiro[2.5]octane-7-yl}cyclobutane-1-carboxamide BrC1=CC(=NC=C1)NC(=O)C1CC(C1)N1CCN(C2(CC2)C1)C